(Z)-2-(benzo[d]thiazol-6-ylamino)-5-(thiazol-5-ylmethylene)-3,5-dihydro-4H-imidazol-4-one S1C=NC2=C1C=C(C=C2)NC2=N\C(\C(N2)=O)=C/C2=CN=CS2